C[C@H]1N(C[C@@H]([C@H]([C@@H]1O)O)O)CCC=1SC=CC1 (2R,3R,4R,5S)-2-methyl-1-(2-(thien-2-yl)ethyl)piperidine-3,4,5-triol